BrC1=C(C=O)C(=CC=C1F)F 2-bromo-3,6-difluorobenzaldehyde